r-phosgene C(=O)(Cl)Cl